N-(2-(azetidin-1-yl)ethyl)-6-cyclopropyl-3-(3-methylbenzyl)pyrazin-2-amine N1(CCC1)CCNC1=NC(=CN=C1CC1=CC(=CC=C1)C)C1CC1